CN(CCC=1SC=2C(N1)=C(C=CC2)[2H])C 2-(2-(dimethylamino)ethyl)benzo[d]thiazol-d